ethyl 1-ethyl-1H-pyrrolo[2,3-b]pyridine-2-carboxylate C(C)N1C(=CC=2C1=NC=CC2)C(=O)OCC